O=C1NC=NO1 5-oxo-4,5-dihydro-[1,2,4]oxadiazole